2-Cyclopropyl-5-phenyl-4-(trifluoromethyl)-5H-indeno[1,2-b]pyridine C1(CC1)C1=CC(=C2C(=N1)C1=CC=CC=C1C2C2=CC=CC=C2)C(F)(F)F